(Z)-N-(4-((2-Chloropyridin-4-yl)diazenyl)-3,5-dimethoxyphenyl)picolinamide ClC1=NC=CC(=C1)\N=N/C1=C(C=C(C=C1OC)NC(C1=NC=CC=C1)=O)OC